BrC1=C(C(=CC=C1)Cl)C1=C(C(=NC(=N1)Cl)Cl)C(=O)N (2-bromo-6-chlorophenyl)-2,4-dichloropyrimidine-5-carboxamide